6-chloro-3-[[(1R)-1-[3,6-dimethyl-4-oxo-2-(4,5,6,7-tetrahydropyrazolo[1,5-a]pyrazin-3-yl)chromen-8-yl]ethyl]amino]pyridine-2-carboxylic acid ClC1=CC=C(C(=N1)C(=O)O)N[C@H](C)C=1C=C(C=C2C(C(=C(OC12)C=1C=NN2C1CNCC2)C)=O)C